C1(CCCCC1)ON1C(CC(CC1(C)C)N(C1=NC(=NC(=N1)N(CCCC)C1CC(N(C(C1)(C)C)OC1CCCCC1)(C)C)Cl)CCCC)(C)C 2,4-bis[(1-cyclohexyloxy-2,2,6,6-tetramethylpiperidin-4-yl)-butylamino]-6-chloro-s-triazine